OP(O)OP(O)O.C(CCCCCCC(C)C)C(O)(C(CO)(CO)CO)CCCCCCCC(C)C di-isodecyl-pentaerythritol diphosphite